vinyl-(dimethyl)silicon C(=C)[Si](C)C